BrN1N=CC2=NC=CC=C21 bromo-1H-pyrazolo[4,3-B]pyridine